DI(2-ETHYLHEXYL) ADIPATE C(CCCCC(=O)OCC(CCCC)CC)(=O)OCC(CCCC)CC